6-deoxy-6-fluoro-1,4-dideoxy-1,4-imino-D-mannitol FC[C@H]([C@@H]1[C@@H]([C@@H](CN1)O)O)O